C(C)(C)(C)OC(=O)N1OC(C[C@H]1C1=CC(=C(C(=C1)F)C)C#N)O (3S)-3-(3-cyano-5-fluoro-4-methyl-phenyl)-5-hydroxy-isoxazolidine-2-carboxylic acid tert-butyl ester